3,3,3-trifluoro-2,2-dimethylpropyl-4-methylbenzenesulfonate FC(C(COS(=O)(=O)C1=CC=C(C=C1)C)(C)C)(F)F